Nicotinamide trifluoroacetate FC(C(=O)O)(F)F.C(C1=CN=CC=C1)(=O)N